C(C(CC)P(O)(O)=O)P(O)(O)=O 1,2-butylenediphosphonic acid